(4-(bicyclo[2.2.1]hept-2-en-2-yl)phenyl)boronic acid C12C(=CC(CC1)C2)C2=CC=C(C=C2)B(O)O